C1(CC1)C([C@@H](C(=O)NC=1C=NC(=C(C1)O)C=1C(=NN(C1C)COCC[Si](C)(C)C)C)NC(=O)C=1N(N=CC1)CC)C1CC1 N-[(1S)-1-(dicyclopropylmethyl)-2-[[6-[3,5-dimethyl-1-(2-trimethylsilylethoxymethyl)pyrazol-4-yl]-5-hydroxy-3-pyridyl]amino]-2-oxo-ethyl]-2-ethyl-pyrazole-3-carboxamide